6-(1-Methyl-1H-pyrazol-4-yl)-4-(1',2',3',6'-tetrahydro-[2,4'-bipyridin]-5-yl)pyrazolo[1,5-a]pyridine-3-carbonitrile CN1N=CC(=C1)C=1C=C(C=2N(C1)N=CC2C#N)C=2C=CC(=NC2)C=2CCNCC2